6-methyleneandrostadienone C=C1C[C@H]2[C@@H]3CC=C[C@@]3(C)CC[C@@H]2[C@]2(CCC(C=C12)=O)C